NC([C@H](CC1=CC=C(C=C1)O)NC(=O)[C@H](C(C)C)NC(OCC1=CC=CC=C1)=O)=O Benzyl (1S)-1-({[(1S)-2-amino-1-(4-hydroxybenzyl)-2-oxoethyl]amino}carbonyl)-2-methylpropylcarbamate